2-(4-cyclopropyl-6-methoxypyrimidin-5-yl)-5-methyl-7-oxopyrido[2,3-d]pyrimidine-6-carboxylate C1(CC1)C1=NC=NC(=C1C=1N=CC=2C(N1)=NC(C(C2C)C(=O)[O-])=O)OC